((S)-1,4-dioxan-2-yl)(4-(4-(((R)-1-(2-fluoro-3-(trifluoromethyl)phenyl)ethyl)amino)-7-methoxy-2-methylpyrido[2,3-d]pyrimidin-6-yl)piperidin-1-yl)methanone O1[C@@H](COCC1)C(=O)N1CCC(CC1)C1=CC2=C(N=C(N=C2N[C@H](C)C2=C(C(=CC=C2)C(F)(F)F)F)C)N=C1OC